FC1=C(C=C(C=C1C)[N+](=O)[O-])C(C)NC1=NC(=NC2=CC=CC=C12)C 4-((1-(2-fluoro-3-methyl-5-nitrophenyl)ethyl)amino)-2-methylquinazoline